[Si](=O)=O.[Al] aluminum-silicon dioxide